2-((6-(3'-amino-2-chloro-2'-methyl-[1,1'-biphenyl]-3-yl)-2-methoxypyridin-3-yl)methyl)-2-azabicyclo[2.2.2]octane-4-carboxylic acid methyl ester COC(=O)C12CN(C(CC1)CC2)CC=2C(=NC(=CC2)C=2C(=C(C=CC2)C2=C(C(=CC=C2)N)C)Cl)OC